(3S)-N-cyclobutyl-3-({1-cyclopentyl-5-[2-(trifluoromethyl)pyridin-3-yl]-1H-1,2,4-triazol-3-yl}formamido)-5-(3,3-difluoropiperidin-1-yl)pentanamide C1(CCC1)NC(C[C@H](CCN1CC(CCC1)(F)F)NC(=O)C1=NN(C(=N1)C=1C(=NC=CC1)C(F)(F)F)C1CCCC1)=O